5-chloro-2-(3,3-difluorocyclobutyl)-4-(4-(trifluoromethyl)cyclohexen-1-yl)pyridine ClC=1C(=CC(=NC1)C1CC(C1)(F)F)C1=CCC(CC1)C(F)(F)F